2-cyano-2-hydroximinoacetamide potassium salt [K+].C(#N)C(C(=O)[NH-])=NO